N[C@@H](CCC(=O)O)C(=O)O.[SiH3]O silanol glutamate